2-fluoro-7-(methylsulfonyl)-2,3-dihydro-1H-indene FC1CC2=C(C=CC=C2C1)S(=O)(=O)C